3-chloro-2,5-dimethylphenylacetic acid ClC=1C(=C(C=C(C1)C)CC(=O)O)C